CS(=O)(=O)OCCOC1CC(C1)N(C)C(=O)OC(C)(C)C 2-[3-[Tert-butoxycarbonyl(methyl)amino]cyclobutoxy]ethyl methanesulfonate